N-(2-cyclopropyl-3-(3,4-difluorophenyl)propyl)-5-oxo-4,5-dihydro-1,2,4-oxadiazole-3-carboxamide C1(CC1)C(CNC(=O)C1=NOC(N1)=O)CC1=CC(=C(C=C1)F)F